COC=1C=C(C=C(C1)O)\C=C\C1=CC=C(C=C1)OC 3,4'-dimethoxy-5-hydroxy-(E)-stilbene